C(C1=CC=CC=C1)N(CC1=CC=CC=C1)CC1CC(C1)O 3-((Dibenzylamino)methyl)cyclobutanol